6-({1-[(3S)-3-amino-3-carboxypropanoyl]azetidin-3-yl}oxy)-3-(2-boronoethyl)-2-hydroxybenzoic acid N[C@@H](CC(=O)N1CC(C1)OC1=CC=C(C(=C1C(=O)O)O)CCB(O)O)C(=O)O